decylamine-HCl Cl.C(CCCCCCCCC)N